nicotine 2,3-dihydroxybenzoate OC1=C(C(=O)O)C=CC=C1O.N1=CC=CC(=C1)C1N(C)CCC1